CCCCCCCCCCCCCCCCCCC(=O)OC[C@H](COP(=O)([O-])OCC[N+](C)(C)C)OC(=O)CCCC/C=C\C/C=C\C/C=C\CCCCC 1-nonadecanoyl-2-(6Z,9Z,12Z-octadecatrienoyl)-glycero-3-phosphocholine